N-(4-(N-(tert-butyl)sulfamoyl)phenyl)acetamide C(C)(C)(C)NS(=O)(=O)C1=CC=C(C=C1)NC(C)=O